N1N=CC=2C1=NC=NC2N 1h-Pyrazolo[3,4-D]pyrimidin-4-Amine